CC=1C=C(C(=CC1)C1=CC=CC=C1)B(O)O 4-methyl-[1,1'-biphenyl]boronic acid